C(C)(=O)OC[C@@H]([C@H](CC)C(=O)N1\C(\NCC1)=N/C=1C(=C2N=CC=NC2=CC1)Br)CC1=CN=CN1C (2R,3S)-3-((Z)-2-((5-Bromoquinoxalin-6-yl)imino)imidazolidine-1-carbonyl)-2-((1-methyl-1H-imidazol-5-yl)methyl)pentyl acetate